ClC=1C=C(CS(=O)NC(C2=C(C=C(C=C2)C2=NOC(C2)(C(F)(F)F)C2=CC(=CC(=C2)Cl)Cl)C)=O)C=C(C1)F N-((3-chloro-5-fluorobenzyl)sulfinyl)-4-(5-(3,5-dichlorophenyl)-5-(trifluoromethyl)-4,5-dihydroisoxazol-3-yl)-2-methylbenzamide